COC(=O)C1=NOC(=C1)C 5-methyl-isoOxazole-3-carboxylic acid methyl ester